OC1=CC=C2C[C@H](N(CC2=C1)C(=O)OC(C)(C)C)[C@@H](CNC(C1=CC(=CC=C1)C1=NC=CC=C1)=O)O tert-butyl (3S)-7-hydroxy-3-[(1R)-1-hydroxy-2-[[3-(2-pyridyl)benzoyl]amino]ethyl]-3,4-dihydro-1H-isoquinoline-2-carboxylate